CC1=NC(=NC(=C1)C)N1CC2CN(C(C1)CC2)C(=O)C2=C(C=CC(=C2)F)N2N=CC=N2 (3-(4,6-dimethylpyrimidin-2-yl)-3,6-diazabicyclo[3.2.2]nonan-6-yl)(5-fluoro-2-(2H-1,2,3-triazol-2-yl)phenyl)methanone